N1-(2-(difluoromethoxy)-6-methylpyridin-3-yl)-1-(2-isopropylphenyl)-N3,N3-dimethylcyclobutane-1,3-dicarboxamide FC(OC1=NC(=CC=C1NC(=O)C1(CC(C1)C(=O)N(C)C)C1=C(C=CC=C1)C(C)C)C)F